3-phenylbenzoic acid C1(=CC=CC=C1)C=1C=C(C(=O)O)C=CC1